FC1=CC=C(C=N1)C1=NC=CC(=C1N1CCC(CC1)C1=NN=CN1C)C#N 6'-fluoro-3-(4-(4-methyl-4H-1,2,4-triazol-3-yl)piperidin-1-yl)-[2,3'-bipyridine]-4-carbonitrile